1-{[4-(trifluoromethyl)phenyl]carbonyl}piperidin FC(C1=CC=C(C=C1)C(=O)N1CCCCC1)(F)F